CC1CCC(N1)=O 5-methyl-pyrrolidinone